O1CC(C1)N1CCNCC1 4-(OXETAN-3-YL)PIPERAZIN